5-[1-(5-nitro-2-pyridyl)-3-(trifluoromethyl)pyrazol-4-yl]imidazole-2-carboxamide [N+](=O)([O-])C=1C=CC(=NC1)N1N=C(C(=C1)C1=CN=C(N1)C(=O)N)C(F)(F)F